C(C1=CC=CC=C1)OC=1C=C(C=O)C=C(C1OCC1=CC=CC=C1)OC 3,4-bis(benzyloxy)-5-methoxybenzaldehyde